CNCCCCCNNC(=N)N N-methyl-guanidinopentylenediamine